(azidomethyl)-2-(2-isopropoxypyridin-4-yl)oxazole copper (II) [Cu+2].N(=[N+]=[N-])CC=1N=C(OC1)C1=CC(=NC=C1)OC(C)C